2-chloro-9-((1s,4s)-4-hydroxycyclohexyl)-7,9-dihydro-8H-purin-8-one ClC1=NC=C2NC(N(C2=N1)C1CCC(CC1)O)=O